COC1=C(C=C2C=CN(C(C2=C1)=O)C)B(O)O 7-methoxy-2-methyl-1-oxoisoquinolin-6-ylboronic acid